2-(2,6-dimethylpyridin-4-yl)-3-isopropyl-5-(1-((2-methyl-1H-imidazol-4-yl)methyl)piperidin-3-yl)-1H-indole CC1=NC(=CC(=C1)C=1NC2=CC=C(C=C2C1C(C)C)C1CN(CCC1)CC=1N=C(NC1)C)C